C1(CC1)C1=C(C(=NO1)C1=C(C=CC=C1Cl)Cl)CO[C@@H]1[C@@H]2C(N([C@H](C1)C2)C=2C=C(C(=NC2)CCC(=O)OC(C)(C)C)F)=O |&1:18| tert-Butyl 3-(5-((1S,4R,SR)-5-((5-cyclopropyl-3-(2,6-dichlorophenyl)isoxazol-4-yl)methoxy)-3-oxo-2-azabicyclo[2.2.1]heptan-2-yl)-3-fluoropyridin-2-yl)propanoate